dimethyl-3-vinylphenylsilane C[SiH](C1=CC(=CC=C1)C=C)C